OCCN1C(N(C2=C1C=CC=C2)N2C(CCCC2=O)=O)=O (3-(2-hydroxyethyl)-2-oxo-2,3-dihydro-1H-benzo[d]imidazol-1-yl)piperidine-2,6-dione